6-[methyl(piperidin-4-yl)amino][1,3]thiazolo[4,5-c]pyridazin CN(C=1SC2=C(N=NC=C2)N1)C1CCNCC1